(2,5-dioxopyrrolidin-1-yl) 3-(tert-butoxycarbonylamino)propanoate C(C)(C)(C)OC(=O)NCCC(=O)ON1C(CCC1=O)=O